(R)-(+)-3-hydroxytetrahydrofuran C1COC[C@@H]1O